OC(CC(CC(CCCOCCCCCCCCOCOCOCCCCCCCCOCCCC(CC(CC(C)O)C)C)C)C)C 8-hydroxy-4,6-dimethylnonyloxyoctyloxymethyl ether